C(C)(=O)N1C[C@H](C=2C3=C(C(NC2C1)=O)C=C(C(=C3)F)F)N(C(=O)NC3=CC(=C(C=C3)F)Cl)C (S)-1-(3-acetyl-8,9-difluoro-6-oxo-1,2,3,4,5,6-hexahydrobenzo[c][1,7]naphthyridin-1-yl)-3-(3-chloro-4-fluorophenyl)-1-methylurea